3-ethyl 5-methyl 2-(acetoxymethyl)-4-(3-fluoro-2-(1-fluoroethyl)phenyl)-6-methyl-1,4-dihydropyridine-3,5-dicarboxylate C(C)(=O)OCC=1NC(=C(C(C1C(=O)OCC)C1=C(C(=CC=C1)F)C(C)F)C(=O)OC)C